pyrimidin-4-amine dihydrate O.O.N1=CN=C(C=C1)N